dibutyl-diphenoxytin C(CCC)[Sn](OC1=CC=CC=C1)(OC1=CC=CC=C1)CCCC